3-(4-((dimethylamino)methylene)-3,5-dioxocyclohexyl)benzamide CN(C)C=C1C(CC(CC1=O)C=1C=C(C(=O)N)C=CC1)=O